di(tert-butylperoxy)cyclohexane C(C)(C)(C)OOC1(CCCCC1)OOC(C)(C)C